N[C@H](C(=O)O)CCC(C)(F)F (S)-2-Amino-5,5-difluorohexanoic acid